N-(5-chloro-1H-pyrrolo[3,2-b]pyridine-3-yl)-5-{2-[(dimethylamino)methyl]phenoxy}-1H-benzo[d]imidazole-2-amine formate C(=O)O.ClC1=CC=C2C(=N1)C(=CN2)NC2=NC1=C(N2)C=CC(=C1)OC1=C(C=CC=C1)CN(C)C